Methyl 5-(1-benzyl-1H-pyrazol-5-yl)nicotinate C(C1=CC=CC=C1)N1N=CC=C1C=1C=NC=C(C(=O)OC)C1